4-(2-beta-glucopyranosyl)propoxy-2-hydroxybenzophenone [C@@H]1([C@H](O)[C@@H](O)[C@H](O)[C@H](O1)CO)C(COC1=CC(=C(C(=O)C2=CC=CC=C2)C=C1)O)C